C(C)OC1=C(OCCC(=O)O)C=CC(=C1)B1OC(C(O1)(C)C)(C)C 3-(2-Ethoxy-4-(4,4,5,5-tetramethyl-1,3,2-dioxaborolan-2-yl)phenoxy)propanoic Acid